3,4,4-trifluorobut-3-en-1-yl 2-(1H-pyrazol-1-yl)acetate N1(N=CC=C1)CC(=O)OCCC(=C(F)F)F